FC1=C(C=C(C(=O)OC)C=C1)OC1CNCC(C1)C1=CC=CC=C1 methyl 4-fluoro-3-((5-phenylpiperidin-3-yl)oxy)benzoate